(5,6-dihydro-[1,2,4]triazolo[4,3-a]pyrazin-7(8H)-yl)(3-(3,7-dimethylocta-2,6-dien-1-yl)-2,4-dihydroxy-6-pentylphenyl)methanone N=1N=CN2C1CN(CC2)C(=O)C2=C(C(=C(C=C2CCCCC)O)CC=C(CCC=C(C)C)C)O